C(C)(C)(C)OC(=O)N1CC2(C1)CCC(CC2)OS(=O)(=O)C 7-methylsulfonyloxy-2-azaspiro[3.5]nonane-2-carboxylic acid tert-butyl ester